3-((5-(imidazo[1,2-a]pyrimidin-6-yl)pyrrolo[2,1-f][1,2,4]triazin-2-yl)amino)-1-methylcyclobutane-1-ol N=1C=CN2C1N=CC(=C2)C=2C=CN1N=C(N=CC12)NC1CC(C1)(O)C